2-dicyclohexylphosphino-2',6'-bisIsopropoxy-1,1'-biphenyl C1(CCCCC1)P(C1=C(C=CC=C1)C1=C(C=CC=C1OC(C)C)OC(C)C)C1CCCCC1